BrC1=CC=C2C(=CC=NC2=C1)O[C@@H]1CN(CC1)CC(=O)N1[C@@H](CCC1)C#N (S)-1-(2-((S)-3-((7-Bromochinolin-4-yl)oxy)pyrrolidin-1-yl)acetyl)pyrrolidin-2-carbonitril